C(C)(C)(C)OC(=O)N1C(CC[C@@H](C1)C)C1=CC(=C(C=C1)OCCN(C)C)Cl.ClC1=C(C(=CC(=C1)[C@@H]1C([C@H]1C(OCC)OCC)(Cl)Cl)Cl)Cl 1,2,3-trichloro-5-(trans-2,2-dichloro-3-(diethoxymethyl)cyclopropyl)benzene tert-Butyl-(5S)-2-[3-chloro-4-[2-(dimethylamino)ethoxy]phenyl]-5-methyl-piperidine-1-carboxylate